NC1=NC=CC=C1S(=O)(=O)NC(=O)C=1C(=NC(=CC1)C1=CC=C(C=C1)OC)N1C(C[C@@H](C1)C)(C)C N-[(2-Amino-3-pyridyl)sulfonyl]-6-(4-methoxyphenyl)-2-[(4S)-2,2,4-trimethylpyrrolidin-1-yl]pyridin-3-carboxamid